O[TeH]=O tellurinic acid